4,6-Diaminophenylindole NC1=CC=C(C(=C1)N)C=1NC2=CC=CC=C2C1